(S)-5-(1-(2-chlorophenyl)-2-methoxy-2-oxoethyl)-4,5,6,7-tetrahydrothieno[3,2-c]pyridin-2-yl [1,4'-bipiperidine]-1'-carboxylate N1(CCCCC1)C1CCN(CC1)C(=O)OC1=CC=2CN(CCC2S1)[C@H](C(=O)OC)C1=C(C=CC=C1)Cl